4-ethoxy-5-(4-fluorophenyl)-6-methylpyridazine-3-carboxamide C(C)OC1=C(N=NC(=C1C1=CC=C(C=C1)F)C)C(=O)N